C(CC(O)(C(=O)O)CC(=O)O)(=O)O.CC1(C(N(C2=CC=CC=C12)C1CCN(CC1)C([C@H](CCC1=CC=CC=C1)NC(=O)[C@H]1CNCCC1)=O)=O)C (R)-N-((S)-1-(4-(3,3-dimethyl-2-oxoindolin-1-yl)piperidin-1-yl)-1-oxo-4-phenylbutan-2-yl)piperidine-3-carboxamide citrate